OC(C)(CO)OC(CCCCCCCCCCCCCCCCC)=O 2,3-dihydroxypropan-2-yloctadecanoate